FC1=CC=C(C=C1)S(=O)(=O)N1C2=C(OCC1)C(=CN=C2)C2=CC=C(C#N)C=C2 4-(4-((4-fluorophenyl)sulfonyl)-3,4-dihydro-2H-pyrido[4,3-b][1,4]oxazin-8-yl)benzonitrile